C(C)C(CN)CC 2-ethylbutan-1-amine